C(CCCCCNC(CCCCCCC\C=C/CCCCCCCC)=O)NC(CCCCCCC\C=C/CCCCCCCC)=O N,N'-(1,6-hexanediyl)bis(oleamide)